N1-cyclohexyl-N2-((S)-4-methyl-1-oxo-1-(((S)-3-oxo-1-((S)-2-oxopyrrolidin-3-yl)-4-(trifluoromethoxy)butan-2-yl)amino)pentan-2-yl)oxalamide C1(CCCCC1)NC(C(=O)N[C@H](C(N[C@@H](C[C@H]1C(NCC1)=O)C(COC(F)(F)F)=O)=O)CC(C)C)=O